N[C@@H]1CC(N(C1)C1=CC=C(C=C1)S(=O)(=O)N1CCN(CC1)C1=NC(=CC(=C1)C(F)(F)C1CCC(CC1)NCCCN)Cl)=O (4R)-4-amino-1-[4-[4-[4-[[4-(3-aminopropylamino)cyclohexyl]-difluoro-methyl]-6-chloro-2-pyridyl]piperazin-1-yl]sulfonylphenyl]pyrrolidin-2-one